4-[[(1S,3R)-3-[(4-methoxybenzoyl)amino]cyclohexyl]amino]-2-(trifluoromethyl)quinoline-8-carboxylate COC1=CC=C(C(=O)N[C@H]2C[C@H](CCC2)NC2=CC(=NC3=C(C=CC=C23)C(=O)[O-])C(F)(F)F)C=C1